OC=1C(=NC=CC1)C(=O)N1CC(C1)OC1=C(C=CC2=CN(N=C12)CC1=C2C=CNC2=C(C=C1S(=O)(=O)C)C)C#N 7-((1-(3-hydroxypicolinoyl)azetidin-3-yl)oxy)-2-((7-methyl-5-(methylsulfonyl)-1H-indol-4-yl)methyl)-2H-indazole-6-carbonitrile